The molecule is conjugate base of 3,5,3'-triiodothyropyruvic acid. It is an organoiodine compound and a 2-oxo monocarboxylic acid anion. It is a conjugate base of a 3,5,3'-triiodothyropyruvic acid. C1=CC(=C(C=C1OC2=C(C=C(C=C2I)CC(=O)C(=O)[O-])I)I)O